2-METHYL-1H-IMIDAZOLE-4-CARBOXYLIC ACID CC=1NC=C(N1)C(=O)O